C1(CCCC1)N1C(=CC2=C1N=C(N=C2)NC2=NC=C(C=C2)N2CCN(CC2)CC=2C=NC=C(C2)N2C(NC(CC2)=O)=O)C(=O)N(C)C 7-cyclopentyl-2-((5-(4-((5-(2,4-dioxotetrahydropyrimidin-1(2H)-yl)pyridin-3-yl)methyl)piperazin-1-yl)pyridin-2-yl)amino)-N,N-dimethyl-7H-pyrrolo[2,3-d]pyrimidine-6-carboxamide